4-([[4-(pyridin-3-yl)pyrimidin-2-yl]amino]methyl)benzamide N1=CC(=CC=C1)C1=NC(=NC=C1)NCC1=CC=C(C(=O)N)C=C1